FC1=C(C=C2C=C(C=NC2=C1)C=1C=NN(C1)C)C(C)N1C=NC2=NC=C(N=C21)C(=O)OCC ethyl 3-(1-(7-fluoro-3-(1-methyl-1H-4-pyrazolyl)-6-quinolinyl) ethyl)-3H-imidazo[4,5-b]pyrazine-5-carboxylate